C(#N)C=1C=NN(C1)C1CN(C1)C(=O)OC(C)(C)C tert-butyl 3-(4-cyanopyrazol-1-yl)azetidine-1-carboxylate